Tert-butyl 3-(8-{2-[ethyl(isopropyl)carbamoyl]-4-fluorophenyl}-3-methylimidazo[1,5-a]pyridin-6-yl)-3-fluoropyrrolidine-1-carboxylate C(C)N(C(=O)C1=C(C=CC(=C1)F)C=1C=2N(C=C(C1)C1(CN(CC1)C(=O)OC(C)(C)C)F)C(=NC2)C)C(C)C